(2R)-1-acetyl-N-(((2S,5R)-6-hydroxy-7-oxo-1,6-diazabicyclo[3.2.1]octan-2-yl)(imino)methyl)piperidine-2-carboxamide C(C)(=O)N1[C@H](CCCC1)C(=O)NC(=N)[C@H]1N2C(N([C@H](CC1)C2)O)=O